CNC1C(NC(CC1)=O)=O 3-(methylamino)piperidine-2,6-dione